2-(3-Nitro-1H-1,2,4-triazol-1-yl)acetic acid [N+](=O)([O-])C1=NN(C=N1)CC(=O)O